CC1=C(C=CC(=C1)N=NC1=C(C=CC=C1)C)NC(=O)C=1N(N=CC1)C 2-methyl-2H-pyrazole-3-carboxylic acid (2-methyl-4-o-tolylazophenyl)amide